C(C)(C)N1C(C2=CC=CC=C2CC1)=O 2-isopropyl-3,4-dihydro-2H-isoquinolin-1-one